CS(=O)(=O)OC(C\C=C/Cl)COC1=CC(=CC(=C1)F)Cl (Z)-4-chloro-1-(3-chloro-5-fluoro-phenoxymethyl)-but-3-enyl methylsulfonate